2-[4-[(2-oxopyrrolidin-1-yl)methyl]phenyl]-6-(trifluoromethyl)pyridine-4-carbaldehyde O=C1N(CCC1)CC1=CC=C(C=C1)C1=NC(=CC(=C1)C=O)C(F)(F)F